2-((5-Bromopyridin-2-yl)oxy)-1-(4-methylpiperazin-1-yl)ethan-1-one BrC=1C=CC(=NC1)OCC(=O)N1CCN(CC1)C